3-Hydroxy-1-(4-(4-(3-methoxyphenyl)-1H-1,2,3-triazol-1-yl)butyl)-2-methylpyridin-4(1H)-one OC1=C(N(C=CC1=O)CCCCN1N=NC(=C1)C1=CC(=CC=C1)OC)C